C(C)(=O)N1CCC2(CC1)C(N(C1=CC(=CC=C12)C1=CC2=C(C(=N1)Cl)N(C=N2)[C@@H](C)CC)C2CC(C2)N2CCCCC2)=O Acetyl-6-(3-((S)-sec-butyl)-4-chloro-3H-imidazo[4,5-c]pyridin-6-yl)-1-((1S,3r)-3-(piperidin-1-yl)cyclobutyl)spiro[indolin-3,4'-piperidin]-2-one